CN(CCCCCC(CCCCCCCCC=CCC=CCCCCC)CCCCCCCC\C=C/C\C=C/CCCCC)C N,N-dimethyl-6-((9Z,12Z)-octadeca-9,12-dien-1-yl)tetracosa-15,18-dien-1-amine